(2R)-2-(6-{5-chloro-2-[(oxacyclohex-4-yl)amino]pyrimidin-4-yl}-1-oxo-2,3-dihydro-1H-isoindol-2-yl)-N-[(1S)-2-hydroxy-2-methyl-1-(3-methylphenyl)propyl]propionamide ClC=1C(=NC(=NC1)NC1CCOCC1)C1=CC=C2CN(C(C2=C1)=O)[C@@H](C(=O)N[C@H](C(C)(C)O)C1=CC(=CC=C1)C)C